C(C)(C)C=1C(N(C=C(N1)CC=O)[C@H](C(=O)OC)CC(C)C)=O methyl (S)-2-(3-isopropyl-2-oxo-5-(2-oxoethyl) pyrazin-1(2H)-yl)-4-methylpentanoate